3-methyl-5-(N-(4-methylbenzyl)-N-phenethylsulfamoyl)benzofuran-2-carboxylic acid ethyl ester C(C)OC(=O)C=1OC2=C(C1C)C=C(C=C2)S(N(CCC2=CC=CC=C2)CC2=CC=C(C=C2)C)(=O)=O